ClC1=C(C=C(S1)S(=O)(=O)NC(NC1=C(C(=CC=C1C(C)C)F)C(C)C)=O)C(C)(C)O 5-chloro-N-(3-fluoro-2,6-diisopropylphenylcarbamoyl)-4-(2-hydroxypropan-2-yl)thiophene-2-sulfonamide